5-(4-((3-ethyl-2,4-dioxo-1,2,3,4-tetrahydroquinazolin-7-yl)methyl)piperazin-1-yl)-N-methylthiazole-2-carboxamide C(C)N1C(NC2=CC(=CC=C2C1=O)CN1CCN(CC1)C1=CN=C(S1)C(=O)NC)=O